C(C1=CC=CC=C1)OCCCCCOCCCO 3-(5-benzyloxypentoxy)propan-1-ol